CS(=O)(=O)C1=NC=CC=C1NC(=O)C=1N=NC(=CC1)C(F)(F)F N-(2-methanesulfonylpyridin-3-yl)-6-(trifluoromethyl)pyridazine-3-carboxamide